diethyl-Acrylamide C(C)C(=CC(=O)N)CC